4-ethyl-N-[3-[1H-imidazol-4-ylmethyl(methyl)amino]phenyl]-N-isobutyl-benzamide C(C)C1=CC=C(C(=O)N(CC(C)C)C2=CC(=CC=C2)N(C)CC=2N=CNC2)C=C1